N-(3-chlorophenyl)-5,5-difluoro-1-(2-fluoro-5-(pyridin-4-yl)benzoyl)piperidine-3-carboxamide ClC=1C=C(C=CC1)NC(=O)C1CN(CC(C1)(F)F)C(C1=C(C=CC(=C1)C1=CC=NC=C1)F)=O